C(C)C(C(=O)OCC(C)(CO)C)CCCC Neopentyl Glycol Ethylhexanoate